C(CCCCCCCCCCC)OC(CCSCCC(=O)OCCCCCCCCCCCC)=O.N1=NC=CC=C1 pyridazine Didodecyl-3,3'-thiodipropionate